COC=1C=C(C=CC1OC)C=1CCN(CC1)C1=C(C(N(C2=CC=CC=C12)C)=O)C#N 4-[4-(3,4-Dimethoxyphenyl)-3,6-dihydropyridin-1(2H)-yl]-1-methyl-2-oxo-1,2-dihydroquinoline-3-carbonitrile